FC(COC1=CC=C(C(=O)O)C=C1)CN1N=NN=C1 4-(2-fluoro-3-(1H-tetrazol-1-yl)propoxy)benzoic acid